2-((1r,2r,4s)-4-hydroxy-2-methylcyclohexyl)-N-(imidazo[1,2-b]pyridazin-3-yl)-6-methoxy-2H-indazole-5-carboxamide O[C@@H]1C[C@H]([C@@H](CC1)N1N=C2C=C(C(=CC2=C1)C(=O)NC1=CN=C2N1N=CC=C2)OC)C